Br[C@]1([C@@H]([C@H]1C1=CC(=CC=C1)Cl)CO[Si](C)(C)C(C)(C)C)F |&1:1,o1:2,3| rac-(((1S*,3S*)-2-bromo-3-(3-chlorophenyl)-2-fluorocyclopropyl)methoxy)(tert-butyl)dimethylsilane